FC1=C(C(=CC(=C1)N)F)C1=CC(=C(N)C=C1)F 2,3',6-trifluorobenzidine